FC=1C=C(OC2=CC=C(C=C2)B(O)O)C=CC1 [4-(3-fluorophenoxy)phenyl]boronic acid